(R)-N-(5-cyclopropyl-1H-pyrazol-3-yl)-2-(6-fluoro-7-methylimidazo[1,2-a]pyridin-2-yl)propanamide C1(CC1)C1=CC(=NN1)NC([C@H](C)C=1N=C2N(C=C(C(=C2)C)F)C1)=O